(S)-Ethyl 3-(6-methoxypyridin-3-yl)-3-(1-methyl-3-(2-(5,6,7,8-tetrahydro-1,8-naphthyridin-2-yl)vinyl)cyclobutanecarboxamido)propanoate COC1=CC=C(C=N1)[C@H](CC(=O)OCC)NC(=O)C1(CC(C1)C=CC1=NC=2NCCCC2C=C1)C